(R)-5-methyl-4,7-diazaspiro[2.5]octane hydrochloride Cl.C[C@H]1NC2(CC2)CNC1